Methyl 6-chloro-4-((4-(hydroxymethyl)phenyl)amino)pyridazine-3-carboxylate ClC1=CC(=C(N=N1)C(=O)OC)NC1=CC=C(C=C1)CO